COC1=C(C(N(C(N1CC#C)=O)C)=O)NC(C=C)=O N-(6-methoxy-3-methyl-2,4-dioxo-1-(prop-2-yn-1-yl)-1,2,3,4-tetrahydropyrimidin-5-yl)acrylamide